C(C)C1=NC(=NC=C1S(=O)(=O)N1CC2(C1)CN(C2)C2CCOCC2)C(F)(F)F 2-[4-ethyl-2-(trifluoromethyl)pyrimidin-5-yl]sulfonyl-6-(oxan-4-yl)-2,6-diazaspiro[3.3]heptane